Cl.CO[C@@H]1C[C@@H](NC1)C(=O)OC Methyl (2R,4R)-4-methoxypyrrolidine-2-carboxylate hydrochloride